3-(3-fluoro-5-(hydroxymethyl)pyridin-2-yl)piperidine-2,6-dione FC=1C(=NC=C(C1)CO)C1C(NC(CC1)=O)=O